4-chloro-1-(1-methylcyclopropoxy)-2-nitrobenzene ClC1=CC(=C(C=C1)OC1(CC1)C)[N+](=O)[O-]